C(C)(=O)OCCN(C(C1=CC=C(C=C1)COC1=C(C=C(C=C1)CN1CC2=CC=CC=C2C1)OC)=O)C 2-(4-((4-(Isoindolin-2-ylmethyl)-2-methoxyphenoxy)methyl)-N-methyl-benzamido)ethyl acetate